Cl.CN(CCCNC1=CC(=NC2=CC=CC=C12)C1=CC=C(C=C1)N1CC(N(CC1)C)=O)C 4-(4-(4-((3-(dimethylamino)propyl)amino)quinolin-2-yl)phenyl)-1-methylpiperazin-2-one HCl salt